ClC=1C=C(C=NC1)NC(C1=CC=C(C=C1)O)=O N-(5-chloropyridin-3-yl)-4-hydroxybenzamide